FC(C=1C=C2C(=NC1)NC(=N2)C2(CCC2)C=2N=C1CCCNC1=CC2)(F)F 6-(1-(6-(trifluoromethyl)-3H-imidazo[4,5-b]pyridin-2-yl)cyclobutyl)-1,2,3,4-tetrahydro-1,5-naphthyridine